(R)-5,7-difluoro-1,2,3,4-tetrahydronaphthalene-2-ol FC1=C2CC[C@H](CC2=CC(=C1)F)O